N1C[C@H](C(=O)OCC)CCC1 ethyl (3R)-nipecotate